BrCC(C(C(=O)OCC1=CC=CC=C1)(C)C)=O Benzyl 4-bromo-2,2-dimethyl-3-oxobutanoate